2-[(5-FORMYLFURAN-2-YL)(METHYL)AMINO]-N-PROPYLACETAMIDE C(=O)C1=CC=C(O1)N(CC(=O)NCCC)C